2-((2-bromo-4-phenylbutan-1,3-dien-1-yl)oxy)naphthalene BrC(=COC1=CC2=CC=CC=C2C=C1)C=CC1=CC=CC=C1